rel-(S)-3-(3-(trifluoromethyl)phenyl)-2-(3-((1-(vinylsulfonyl)azetidin-2-yl)methoxy)pyridin-4-yl)-1H-pyrrolo[3,2-b]pyridine FC(C=1C=C(C=CC1)C1=C(NC=2C1=NC=CC2)C2=C(C=NC=C2)OC[C@H]2N(CC2)S(=O)(=O)C=C)(F)F |o1:25|